4-((3-(4-((cyclohexylamino)methyl)phenyl)propyl)thio)-2-(2,6-dioxopiperidin-3-yl)isoindoline-1,3-dione C1(CCCCC1)NCC1=CC=C(C=C1)CCCSC1=C2C(N(C(C2=CC=C1)=O)C1C(NC(CC1)=O)=O)=O